C(C1=CC=CC=C1)OC=1C=C2CC[C@@H]([C@@H](C2=CC1)C1=CC=C(C=C1)N1CCN(CC1)C[C@H]1[C@@H](CCCC1)C=O)C1=CC=CC=C1 (1R,2R)-2-((4-(4-((1R,2S)-6-(benzyloxy)-2-phenyl-1,2,3,4-tetrahydronaphthalen-1-yl)phenyl)piperazin-1-yl)methyl)cyclohexane-1-carbaldehyde